2,3,5,6-tetrakis(3,6-diphenyl-9H-carbazol-9-yl)-1,4-benzenedicarbonitrile C1(=CC=CC=C1)C=1C=CC=2N(C3=CC=C(C=C3C2C1)C1=CC=CC=C1)C1=C(C(=C(C(=C1N1C2=CC=C(C=C2C=2C=C(C=CC12)C1=CC=CC=C1)C1=CC=CC=C1)C#N)N1C2=CC=C(C=C2C=2C=C(C=CC12)C1=CC=CC=C1)C1=CC=CC=C1)N1C2=CC=C(C=C2C=2C=C(C=CC12)C1=CC=CC=C1)C1=CC=CC=C1)C#N